8-morpholino-N-[(E)-m-tolylmethyleneamino]-2-(4-pyridyl)imidazo[1,2-a]pyrazin-6-amine O1CCN(CC1)C=1C=2N(C=C(N1)N/N=C/C=1C=C(C=CC1)C)C=C(N2)C2=CC=NC=C2